BrC1=C(C=CC(=C1)F)C1=CC(=C(C=C1)C(=O)NC=1C=NC(=C(C1)Cl)N1N=CC=N1)Cl 2'-bromo-3-chloro-N-(5-chloro-6-(2H-1,2,3-triazol-2-yl)pyridin-3-yl)-4'-fluoro-[1,1'-biphenyl]-4-carboxamide